(4-(1H-indole-2-carbonyl)piperazin-1-yl)(2,2-difluorobenzo[d][1,3]dioxol-5-yl)methanone N1C(=CC2=CC=CC=C12)C(=O)N1CCN(CC1)C(=O)C1=CC2=C(OC(O2)(F)F)C=C1